2-(2-methoxyphenyl)-1-(4-methoxyphenyl)ethanone COC1=C(C=CC=C1)CC(=O)C1=CC=C(C=C1)OC